3-chloro-3-(3,5-difluorophenoxy)-4-methylbenzo[d]isothiazole-1,1-dioxide ClC1(NS(C2=C1C(=CC=C2)C)(=O)=O)OC2=CC(=CC(=C2)F)F